C(#N)C1=CC=C(C=C1)C1=C(C=C(C(=N1)C1=CC=CC=C1)NC(OC1=CC=C(C=C1)C)=O)C p-tolyl (6-(4-cyanophenyl)-5-methyl-2-phenylpyridin-3-yl)carbamate